Cl.O=C1N[C@H]2[C@@H](N1)CS[C@H]2CCCCC(=O)NCCCC(=O)NC2=CC=C(C(=O)O)C=C2 4-(4-(5-((3aS,4S,6aR)-2-oxohexahydro-1H-thieno[3,4-d]imidazol-4-yl)pentanamido)butanamido)benzoate hydrochloride